CS(=O)(=O)C1=CC=C(OCCC[Sn](C)(C)C)C=C1 3-(4-(methylsulfonyl)phenoxy)propyl-trimethyl-tin